C1(=CC=C(C=C1)C=NOCC1=CC=C(C=C1)C=1N=C2N(C=CC(=C2)C2=CC=CC=C2)C1NC1=CC=C(C(=O)O)C=C1)C1=CC=CC=C1 4-((2-(4-(((([1,1'-biphenyl]-4-ylmethylene)amino)oxy)methyl)phenyl)-7-phenylimidazo[1,2-a]pyridin-3-yl)amino)benzoic acid